N=1N(N=CC1)C1=C(C=C(C=N1)NC(C1=C(C=C(C(=C1)C#C)C1=NC=C(C=C1N)F)Cl)=O)C(F)(F)F N-(6-(2H-1,2,3-triazol-2-yl)-5-(trifluoromethyl)pyridin-3-yl)-4-(3-amino-5-fluoropyridin-2-yl)-2-chloro-5-ethynylbenzamide